1-(PHENYLSULFONYL)-1H-PYRAZOL-4-YLBORONIC ACID C1(=CC=CC=C1)S(=O)(=O)N1N=CC(=C1)B(O)O